2-(methylsulfanyl)pyridin-4-amine CSC1=NC=CC(=C1)N